3-{[(1R)-1-(2-{1-[(tert-butoxy)carbonyl]piperidin-4-yl}-3,6-dimethyl-4-oxo-3,4-dihydroquinazolin-8-yl)ethyl]amino}-6-chloropyridine-2-carboxylic acid C(C)(C)(C)OC(=O)N1CCC(CC1)C1=NC2=C(C=C(C=C2C(N1C)=O)C)[C@@H](C)NC=1C(=NC(=CC1)Cl)C(=O)O